Cl.FC(OC=1C=C(C=CC1)[C@H](CCC)N)F (1S)-1-[3-(difluoromethoxy)phenyl]butan-1-amine hydrochloride